4-bromo-2,6-dimethoxy-N-methylbenzamide BrC1=CC(=C(C(=O)NC)C(=C1)OC)OC